5-trifluoromethoxy-cytosine FC(OC=1C(=NC(NC1)=O)N)(F)F